C(#N)/C(/C(=O)N[C@H](C)C1=CC(=C(C=C1)OC)OC)=C\C1=CNC2=NC=C(C=C21)OC2COCC2 (E)-2-cyano-N-((R)-1-(3,4-dimethoxyphenyl)ethyl)-3-(5-((tetrahydrofuran-3-yl)oxy)-1H-pyrrolo[2,3-b]pyridin-3-yl)acrylamide